(S)-4-(5-(5-fluoro-2-methoxypyridin-4-yl)-1H-pyrazole-3-carbonyl)-N-((5R,8S)-1-methyl-2-oxo-1-azaspiro[4.5]dec-8-yl)-4-azaspiro[2.5]octane-7-carboxamide FC=1C(=CC(=NC1)OC)C1=CC(=NN1)C(=O)N1C2(CC2)C[C@H](CC1)C(=O)NC1CCC2(CCC(N2C)=O)CC1